OC(=O)C(F)(F)F.FC(C1=CC=CC(=N1)NC(=O)C=1C(=CC=2N(C1)C=C(N2)C2CCNCC2)OC(C)C)F N-[6-(difluoromethyl)-2-pyridyl]-7-isopropoxy-2-(4-piperidyl)imidazo[1,2-a]pyridine-6-carboxamide TFA salt